C1(CC1)N(C(=O)[C@H]1CN(CCC1)C1=CC(=CC=C1)OC(C(=O)NS(=O)(=O)C1=CC(=CC=C1)OC)(C)C)CC1=CC=C(C=C1)C=1SC=CC1 (R)-N-Cyclopropyl-1-(3-((1-((3-methoxyphenyl)sulfonamido)-2-methyl-1-oxopropan-2-yl)oxy)phenyl)-N-(4-(thiophen-2-yl)benzyl)piperidine-3-carboxamide